ClC1=C(COCCOCCCCCCNC[C@H](O)C2=CC(=C(C=C2)O)CO)C(=CC=C1)Cl (R)-4-(2-((6-(2-((2,6-dichlorobenzyl)oxy)ethoxy)hexyl)amino)-1-hydroxyethyl)-2-(hydroxymethyl)phenol